COC(=O)C1=NC(=CC(=C1)Cl)C(=O)OC Dimethyl-4-chloropyridine-2,6-dicarboxylate